butyl 1-(benzofuran-6-yl)hydrazine-1,2-dicarboxylate O1C=CC2=C1C=C(C=C2)N(NC(=O)[O-])C(=O)OCCCC